diethylammonium formate salt C(=O)[O-].C(C)[NH2+]CC